6-[6-[[4-(4,4,5,5-tetramethyl-1,3,2-dioxaborolan-2-yl)pyrazol-1-yl]methyl]-3-pyridyl]-2-oxa-6-azaspiro[3.3]heptane CC1(OB(OC1(C)C)C=1C=NN(C1)CC1=CC=C(C=N1)N1CC2(COC2)C1)C